CC(C(C(C(C(C(C(O)(F)F)(F)F)(F)F)(F)F)(F)F)(F)F)F Tridecafluoro-1-octanol